C[C@@]1(N(CC(C1)=C)C(=O)OC(C)(C)C)C(=O)O methyl-N-BOC-4-methylene-L-proline